1,1'-Disulfandiylbis(4-fluoro-2-methyl-5-nitrobenzene) S(SC1=C(C=C(C(=C1)[N+](=O)[O-])F)C)C1=C(C=C(C(=C1)[N+](=O)[O-])F)C